N,N-dimethyl-3-(4-(1-(tetrahydro-2H-pyran-4-yl)imidazo[1,5-a]quinoxalin-8-yl)phenoxy)-1-propylamine CN(C)CCCOC1=CC=C(C=C1)C1=CC=C2N=CC=3N(C2=C1)C(=NC3)C3CCOCC3